N-[3-[4-(4-bromophenoxy)phenyl]oxetan-3-yl]-2-methyl-propane-2-sulfinamide BrC1=CC=C(OC2=CC=C(C=C2)C2(COC2)NS(=O)C(C)(C)C)C=C1